N-methyl-5-(6-methylpyridin-2-yl)-N-(1-((2-(trimethylsilyl)ethoxy)methyl)-1H-pyrrolo[2,3-b]pyridin-4-yl)pyrazolo[1,5-a]pyrimidin-7-amine CN(C1=CC(=NC=2N1N=CC2)C2=NC(=CC=C2)C)C2=C1C(=NC=C2)N(C=C1)COCC[Si](C)(C)C